C1(CC1)C1=C(C=CC(=C1F)F)B1OC(C(O1)(C)C)(C)C 2-(2-Cyclopropyl-3,4-difluorophenyl)-4,4,5,5-tetramethyl-1,3,2-dioxaborolane